tert-butyl (S)-4-(6-methoxy-4-(3-(1-((5-methoxy-6-methylpyridin-2-yl)methyl)piperidin-4-yl)-2-oxooxazolidin-5-yl)quinolin-2-yl)piperidine-1-carboxylate COC=1C=C2C(=CC(=NC2=CC1)C1CCN(CC1)C(=O)OC(C)(C)C)[C@H]1CN(C(O1)=O)C1CCN(CC1)CC1=NC(=C(C=C1)OC)C